C1=CC=C2C(=C1)C3=C(N2)C=CC(=C3)C4=CC5=C(C=C4)NC6=CC=CC=C65 3,3'-Bicarbazole